Cl.FC=1C=C2C(=CNC2=CC1F)N 5,6-difluoro-1H-indol-3-amine hydrochloride